C(#N)C=1C(=NN(C1)C)[C@@H](C1(CCCC1)C)NC1=C(C(C1=O)=O)NC1=C(C(=NC=C1)C(=O)N(C)CC)O (R)-4-((2-(((4-Cyano-1-methyl-1H-pyrazol-3-yl)(1-methylcyclopentyl)methyl)amino)-3,4-dioxocyclobut-1-en-1-yl)amino)-N-ethyl-3-hydroxy-N-methylpicolinamide